IC=1OC(=C(N1)C)C 2-iodo-4,5-dimethyl-oxazole